(1R,5S,6R)-3-(7-(8-chloronaphthalen-1-yl)-2-(((S)-1-methylpyrrolidin-2-yl)methoxy)-5,6,7,8-tetrahydropyrido[3,4-d]pyrimidin-4-yl)-3,8-diazabicyclo[3.2.1]octane-6-carbonitrile ClC=1C=CC=C2C=CC=C(C12)N1CC=2N=C(N=C(C2CC1)N1C[C@H]2C[C@H]([C@@H](C1)N2)C#N)OC[C@H]2N(CCC2)C